C(CCCCCCCC)C(COCC)(COCC)C(C)C 2-nonyl-2-isopropyl-1,3-diethoxy-propane